7-methoxy-1-(3,4,5-trimethoxyphenyl)-4,5-dihydro-2H-benzo[e]indazole COC1=CC2=C(C3=C(NN=C3CC2)C2=CC(=C(C(=C2)OC)OC)OC)C=C1